N1=C(C=CC=C1)CN(CC1=NC=CC=C1)CC1=C(C(=CC(=C1)OC)CN(CC1=NC=CC=C1)CC1=NC=CC=C1)O 2,6-bis((di(pyridin-2-ylmethyl)amino)methyl)-4-methoxyphenol